4,2-dimethylaminomethyl-[1,3]-dioxolane CNCC1OC(OC1)CNC